[C-]1(C=CC=C1)CCCC(=O)N[C@@H](CCC(=O)O)C(=O)O.[CH-]1C=CC=C1.[Fe+2] N-(4-ferrocenylbutanoyl)-L-glutamic acid